N1=C(C=CC=C1)C1=CC=C(CN2N=C3C(C(N(C=4N3CC(N4)(C)C)C)=O)=C2NC2=CC=C(C=C2)F)C=C1 7,8-Dihydro-2-(4-(pyridin-2-yl)benzyl)-3-(4-fluorophenylamino)-5,7,7-trimethyl-[2H]-imidazo-[1,2-a]pyrazolo[4,3-e]pyrimidin-4(5H)-one